5-amino-3-(4-bromophenyl)-1-sec-butylButylpyrazole-4-carbonitrile NC1=C(C(=NN1)C(CC(C)C1=CC=C(C=C1)Br)C(C)CC)C#N